COC(=O)C1N(CCC(C1)C1=C(C=C(C(=C1)Cl)Cl)OC)C(=O)OC(C)(C)C 4-(4,5-dichloro-2-methoxyphenyl)piperidine-1,2-dicarboxylic acid 1-tert-butyl ester 2-methyl ester